C(C)(C)(C)OC(N[C@H]1C2NCC1CC2)=O ((7R)-2-azabicyclo[2.2.1]Hept-7-yl)carbamic acid tert-butyl ester